13-chloro-5-fluoro-14,19-dimethoxy-20-methyl-16,16-dioxo-9-oxa-16λ6-thia-4,17-diazatetracyclo[16.3.1.111,15.02,7]tricosa-1(22),2(7),3,5,11,13,15(23),18,20-nonaen-10-one ClC=1C=C2C(OCC=3C=C(N=CC3C=3C=C(C(=C(NS(C(C1OC)=C2)(=O)=O)C3)OC)C)F)=O